benzyl N-[[2-[4-[(6-cyclopentylpyrimidin-4-yl)amino]pyrimidin-2-yl]-2-azabicyclo[2.1.1]hexan-4-yl]methyl]-N-methyl-carbamate C1(CCCC1)C1=CC(=NC=N1)NC1=NC(=NC=C1)N1C2CC(C1)(C2)CN(C(OCC2=CC=CC=C2)=O)C